NC1=CC(=C(C(=C1)Cl)N1N=C(C=C1)C=1C=CC(=C(C#N)C1)C)Cl 5-[1-(4-amino-2,6-dichlorophenyl)-1H-pyrazol-3-yl]-2-methylbenzonitrile